C1=C(C=CC=2OC3=C(C21)C=CC=C3)[C@H](C)NC=3C(N(C=CN3)CC(=O)OCCCC)=O butyl (S)-2-(3-((1-(dibenzo[b,d]furan-2-yl)ethyl)amino)-2-oxopyrazin-1(2H)-yl)acetate